4-(6-fluoro-5-methylpyridin-3-yl)-2-[(3R)-3-methylmorpholin-4-yl]-8-(1H-pyrazol-5-yl)-1,7-naphthyridine FC1=C(C=C(C=N1)C1=CC(=NC2=C(N=CC=C12)C1=CC=NN1)N1[C@@H](COCC1)C)C